Cholestan-3β-ol CC(C)CCC[C@@H](C)[C@H]1CC[C@H]2[C@@H]3CCC4C[C@H](CC[C@]4(C)[C@H]3CC[C@]12C)O